1-(4-{4-[4-fluoro-2-(2,2,2-trifluoroethoxy)phenyl]-1-oxo-1,3-dihydro-2H-pyrrolo[3,4-c]pyridin-2-yl}phenyl)cyclopropane-1-carbonitrile FC1=CC(=C(C=C1)C1=NC=CC2=C1CN(C2=O)C2=CC=C(C=C2)C2(CC2)C#N)OCC(F)(F)F